CN(C)CC1=NC2=C(C=CC=C2C=C1)NS(=O)(=O)C=1C=NN(C1)C N-(2-((Dimethylamino)methyl)quinolin-8-yl)-1-methyl-1H-pyrazole-4-sulfonamide